CNC1=NC(=NC(=C1)C)NC=1C=C2[C@@H](CCOC2=C(C1F)C=1CCCN(CC1)C)C |o1:13| N4,6-dimethyl-N2-[rel-(4R)-7-fluoro-4-methyl-8-(1-methyl-2,3,4,7-tetrahydroazepin-5-yl)chroman-6-yl]pyrimidine-2,4-diamine